methyl 6-chloro-3-(((1R)-1-(2-cyano-3-(5,5-difluoro-2-azabicyclo[2.2.1]heptan-2-yl)-7-methylquinoxalin-5-yl)ethyl)amino)picolinate ClC1=CC=C(C(=N1)C(=O)OC)N[C@H](C)C1=C2N=C(C(=NC2=CC(=C1)C)C#N)N1C2CC(C(C1)C2)(F)F